1-(1-methyl-6-(piperidin-4-yl)-1H-indazole-3-yl)dihydropyrimidine-2,4(1H,3H)-dione hydrochloride Cl.CN1N=C(C2=CC=C(C=C12)C1CCNCC1)N1C(NC(CC1)=O)=O